1-(2-chloroethyl)-4-methylpiperazine hydrochloride Cl.ClCCN1CCN(CC1)C